(2-(1-(6-methoxypyrido[3,4-d]pyrimidin-4-yl)azetidin-3-yl)ethyl)sulfamide COC1=CC2=C(N=CN=C2N2CC(C2)CCNS(=O)(=O)N)C=N1